1-hexyne-3-ol C#CC(CCC)O